C(C(C)C)N(C(=O)C1=NC=CN=C1)C1=CC(=CC=C1)N(CC=1N=CN(C1)COCC[Si](C)(C)C)C N-isobutyl-N-[3-[methyl-[[1-(2-trimethylsilylethoxymethyl)imidazol-4-yl]methyl]amino]phenyl]pyrazine-2-carboxamide